N1(N=CC=C1)CC1=CC2=C(C(=NO2)N)C(=C1CC)OC 6-((1H-pyrazol-1-yl)methyl)-5-ethyl-4-methoxybenzo[d]isoxazol-3-amine